9-(4-(3-(1-acetylpiperidin-4-yl)-1H-pyrazol-1-yl)benzyl)-2-(2-fluoro-6-isopropylphenyl)-7,9-dihydro-8H-purin-8-one C(C)(=O)N1CCC(CC1)C1=NN(C=C1)C1=CC=C(CN2C3=NC(=NC=C3NC2=O)C2=C(C=CC=C2C(C)C)F)C=C1